3-bromo-5-fluoro-2-(methoxymethyl)benzoyl-hydrazine BrC=1C(=C(C(=O)NN)C=C(C1)F)COC